[N].COP(C=1OC2=C(N1)C=CC=C2)OC dimethoxybenzoxazolyl-phosphorus nitrogen